C1(=CC=CC=C1)C=1CCC2=CC=CC=C2C1 3-phenyl-1,2-dihydronaphthalene